C[O-].C[O-].C[O-].[La+3] lanthanum trimethanolate